3-(4-(trifluoromethyl)phenyl)-2,5-dihydro-1H-pyrrole 2,2,2-trifluoroacetate FC(C(=O)O)(F)F.FC(C1=CC=C(C=C1)C=1CNCC1)(F)F